dioxathiazine O1OSNC=C1